5-bromo-7-(2-(tetrahydro-2H-pyran-4-yl)ethoxy)benzofuran-3-carboxylic acid ethyl ester C(C)OC(=O)C1=COC2=C1C=C(C=C2OCCC2CCOCC2)Br